[4-(4-cyanophenyl)sulfonylmorpholin-2-yl]benzothiophene-2-carboxamide C(#N)C1=CC=C(C=C1)S(=O)(=O)N1CC(OCC1)C1=C(SC2=C1C=CC=C2)C(=O)N